2-(tert-butoxycarbonylthio)-4,6-dimethylpyridine C(C)(C)(C)OC(=O)SC1=NC(=CC(=C1)C)C